FC1(CN(CC[C@H]1NC1=NN2C(C(=N1)OC)=C(C(=C2)F)C=2C=CC1=C(N(C=N1)CC(F)F)C2)S(=O)(=O)C)F (R)-N-(3,3-difluoro-1-(methylsulfonyl)piperidin-4-yl)-5-(1-(2,2-difluoroethyl)-1H-benzo[d]imidazol-6-yl)-6-fluoro-4-methoxypyrrolo[2,1-f][1,2,4]triazin-2-amine